4-chloro-2-(2,3-dichlorophenyl)-6-(methylthio)-2H-pyrazolo[3,4-d]pyrimidine ClC=1C=2C(N=C(N1)SC)=NN(C2)C2=C(C(=CC=C2)Cl)Cl